OC1=C(C=C(C=C1C(C)(C)C)C)N1N=C2C(=N1)C=CC(=C2)CCOC(C(=C)C)=O 2-(2'-Hydroxy-3'-tert.-butyl-5'-methylphenyl)-5-(2'-methacryloyloxyethyl)benzotriazol